N2-PHENYLPYRIMIDIN-2,4-DIAMIN C1(=CC=CC=C1)NC1=NC=CC(=N1)N